FC1(OC2=C(O1)C=CC(=C2)/C=C/C(=O)N2CCN(CC2)C(C2=NC(=CC(=C2)OC)C(C)(C)O)=O)F (E)-3-(2,2-difluorobenzo[d][1,3]dioxol-5-yl)-1-(4-(6-(2-hydroxypropan-2-yl)-4-methoxypicolinoyl)piperazin-1-yl)prop-2-en-1-one